4-(2-chloro-4-methoxybenzyl)-N-hydroxy-3-oxo-3,4-dihydro-2H-benzo[b][1,4]oxazine-6-carboxamide ClC1=C(CN2C3=C(OCC2=O)C=CC(=C3)C(=O)NO)C=CC(=C1)OC